[Cr].[Ti].[Fe] iron-titanium-chromium